OC1C(N(C(CC1)(C)C)O)(C)C hydroxy-2,2,6,6-tetramethyl-1-piperidinol